(S)-(1-(methyl-d3)pyrrolidin-2-yl-5,5-d2)methan-d2-ol C(N1[C@@H](CCC1([2H])[2H])C(O)([2H])[2H])([2H])([2H])[2H]